1-[(2S)-2-(2-fluoro-5-{3H-imidazo[4,5-b]pyridin-5-yl}phenoxy)propyl]-1H-tetrazole FC1=C(O[C@H](CN2N=NN=C2)C)C=C(C=C1)C1=CC=C2C(=N1)NC=N2